ClC1=NC2=CC=C(C=C2C=C1)O[Si](C)(C)C(C)(C)C 2-chloro-6-t-butyldimethylsilyloxyquinoline